2-(4-Hydroxycyclohexyl)-4-methylmorpholine-3-one OC1CCC(CC1)C1C(N(CCO1)C)=O